(1R,4R)-4-((R)-1-aminoethyl)-N-(pyridin-4-yl)cyclohexanamide N[C@H](C)C1CCC(CC1)C(=O)NC1=CC=NC=C1